(1S,2R)-N-Boc-1,2-cyclohexanediamine L-mandelate C([C@@H](O)C1=CC=CC=C1)(=O)O.C(=O)(OC(C)(C)C)N[C@@H]1[C@@H](CCCC1)N